S1CC=CC=C1.[N] nitrogen (ThiAIN)